(R)-N-(3-(1-((2-amino-5-chloropyridin-3-yl)oxy)ethyl)phenyl)benzofuran-6-carboxamide tert-Butyl-3-(N,N-Dipentadecylamino)-7-methoxy-10H-phenothiazin-10-carboxylate C(C)(C)(C)OC(=O)N1C2=CC=C(C=C2SC=2C=C(C=CC12)N(CCCCCCCCCCCCCCC)CCCCCCCCCCCCCCC)OC.NC1=NC=C(C=C1O[C@H](C)C=1C=C(C=CC1)NC(=O)C1=CC2=C(C=CO2)C=C1)Cl